3-[(2-methoxyethyl)propylamino]-2-(2-thienylmethyl)4-(trifluoromethyl)isoxazol-5-one COCCN(C=1N(OC(C1C(F)(F)F)=O)CC=1SC=CC1)CCC